1-[6-(Aminomethyl)-1H-indol-2-yl]N-(cyclobutylmethyl)-1,1-dideuterio-methanamine NCC1=CC=C2C=C(NC2=C1)C(NCC1CCC1)([2H])[2H]